Benzyl 2-{4-[4-(dibutoxymethyl)piperidin-1-yl]phenyl}morpholine-4-carboxylate C(CCC)OC(C1CCN(CC1)C1=CC=C(C=C1)C1CN(CCO1)C(=O)OCC1=CC=CC=C1)OCCCC